N1-(2-(dimethylamino)ethyl)-N1-ethyl-5-fluoro-N4-(4-(1-methyl-1H-indol-3-yl)-7H-pyrrolo[2,3-d]pyrimidin-2-yl)benzene-1,2,4-triamine CN(CCN(C=1C(=CC(=C(C1)F)NC=1N=C(C2=C(N1)NC=C2)C2=CN(C1=CC=CC=C21)C)N)CC)C